2-cyclopropylspiro[5,6-dihydrothiazolo[5,4-c]pyridine-7,1'-cyclopropane]-4-one C1(CC1)C=1SC=2C(NCC3(CC3)C2N1)=O